4-((5-(2,3-dimethyl-3H-imidazo[4,5-b]pyridin-5-yl)pyrrolo[2,1-f][1,2,4]triazin-2-yl)amino)cyclohexane-1-ol CC1=NC=2C(=NC(=CC2)C=2C=CN3N=C(N=CC32)NC3CCC(CC3)O)N1C